1-(4-(((4-(6-(Tert-butylsulfonyl)-7-methoxyimidazo[1,2-a]pyridin-3-yl)-6-fluoropyridin-2-yl)amino)methyl)piperidin-1-yl)ethan-1-one C(C)(C)(C)S(=O)(=O)C=1C(=CC=2N(C1)C(=CN2)C2=CC(=NC(=C2)F)NCC2CCN(CC2)C(C)=O)OC